3-chloromethyl-1-azabicyclo[2.2.2]octane hydrochloride Cl.ClCC1CN2CCC1CC2